FC=1C=C(C=C2C=CC(=NC12)C=1C=C(C=2N(C1)C=C(N2)C)F)N2CCN(CC2)C(=O)OC(C)(C)C tert-butyl 4-(8-fluoro-2-{8-fluoro-2-methylimidazo[1,2-a]pyridin-6-yl}quinolin-6-yl)piperazine-1-carboxylate